CC1(OB(OC1(C)C)C1=CC=2N(C3=CC(=CC=C3C2C=C1)B1OC(C(O1)(C)C)(C)C)C1=CC=C(C=C1)C(=O)C1=CC=C(C=C1)N1C=2C=CC=CC2C(C2=CC=CC=C12)(C)C)C (4-(2,7-bis(4,4,5,5-tetramethyl-1,3,2-dioxaborolan-2-yl)-9H-carbazol-9-yl)phenyl)-(4-(9,9-dimethylacridin-10(9H)-yl)phenyl)methanone